C1(CCCCC1)C(COCCCC)(COCCCC)CC[Si](C)(C1=CC=C(C=C1)Cl)C1=CC=C(C=C1)Cl 2-cyclohexyl-2-(2-(bis(4-chlorophenyl)(methyl)silyl)ethyl)-1,3-dibutoxypropane